CCCCCCCCCC/C=C\CCCCCCCCCC(=O)OC[C@H](COP(=O)([O-])OCC[N+](C)(C)C)OC(=O)CCCCCCC/C=C\CCCCCC 1-(11Z-docosenoyl)-2-(9Z-hexadecenoyl)-glycero-3-phosphocholine